chloromono-(2-(4,5-dihydro-1H-imidazol-2-yl)-6-methoxypyridine) ClC=1C(=NC(=CC1)OC)C=1NCCN1